C(C)N1C(NC2=CC(=CC=C2C1)CN1CCN(CC1)C=1C=CC(=NC1Cl)C(=O)NC)=O 5-(4-((3-ethyl-2-oxo-1,2,3,4-tetrahydroquinazolin-7-yl)methyl)piperazin-1-yl)-6-chloro-N-methylpyridinecarboxamide